O.[P].[Fe] iron phosphorus water